ClC1=CC(=C(COC2=CC=CC(=N2)C2CCN(CC2)CC2=NC3=C(N2C[C@H]2OCC2)C=CC(=C3)CC(=O)OC)C=C1)F Methyl (S)-2-(2-((4-(6-((4-chloro-2-fluorobenzyl)oxy)pyridin-2-yl)piperidin-1-yl)methyl)-1-(oxetan-2-ylmethyl)-1H-benzo[d]imidazol-5-yl)acetate